5-chloro-4-(trifluoromethyl)-2-(2-trimethylsilylethoxymethyl)pyridazin-3-one ClC1=C(C(N(N=C1)COCC[Si](C)(C)C)=O)C(F)(F)F